COC=1C=C(CN2C(C=CC(=C2)C2=NC(=NC(=C2)N2N=CC=C2)S(=O)(=O)C)=O)C=CC1OC 1-(3,4-dimethoxybenzyl)-5-(2-(methylsulfonyl)-6-(1H-pyrazol-1-yl)pyrimidin-4-yl)pyridin-2(1H)-one